2-butyloctyl 10-oxodecanoate O=CCCCCCCCCC(=O)OCC(CCCCCC)CCCC